FC(COC=1C=C(C=2N(C1)N=C1C2C=NN1)C=1C=CC(=NC1)N1CCCCC1)F (3R,4S)-1-(5-(6-(2,2-difluoroethoxy)-1H-pyrazolo[3',4':3,4]pyrazolo[1,5-a]pyridin-4-yl)pyridin-2-yl)piperidin